4-Fluoro-N-(4-nitronaphthalen-1-yl)benzamide FC1=CC=C(C(=O)NC2=CC=C(C3=CC=CC=C23)[N+](=O)[O-])C=C1